BrC1=C(C=C(C=C1)OC1=NC=CC=C1[N+](=O)[O-])OC1=NC=CC=C1[N+](=O)[O-] 6'-((4-bromo-1,3-phenylene)bis(oxy))bis(3-nitropyridine)